C(C)C=1C=C(C=CC1C=O)B(O)O (3-Ethyl-4-formylphenyl)boronic acid